C(=CCCCCCCCCCC)OCC(OC=CCCCCCCCCCC)CO 1,2-di-dodecenyl-glycerol